COC(C)(C)C=1C=C(C2=C(N=C(O2)N2CC3N(C(C2)C3)C(=O)OC(C)(C)C)C1C(F)(F)F)C=1SC=CN1 tert-Butyl 3-(5-(2-methoxypropan-2-yl)-7-(thiazol-2-yl)-4-(trifluoromethyl)benzo[d]oxazol-2-yl)-3,6-diazabicyclo[3.1.1]heptane-6-carboxylate